C(C)(=O)C1=CC=C(C=C1)N1C(N2N(CC=C3C2C=2C=CC(=CC2OC3(C)C)N3CCN(CC3)S(=O)(=O)C)C1=O)=O 2-(4-acetylphenyl)-7,7-dimethyl-10-(4-(methylsulfonyl)piperazin-1-yl)-5,12b-dihydro-1H,7H-chromeno[4,3-c][1,2,4]triazolo[1,2-a]pyridazin-1,3(2H)-dione